6-(5-amino-4-fluoro-2-methylphenyl)-N-methyl-8,9-dihydroimidazo[1',2':1,6]pyrido[2,3-d]pyrimidin-2-amine NC=1C(=CC(=C(C1)C1=CC2=C(N=C(N=C2)NC)N2C1=NCC2)C)F